[C@H]12[C@H](C[C@H](CC1)C2)NC(COC2=CC=C1C=CC(=CC1=C2)C(CC(=O)O)C2=CC1=C(OCO1)C=C2C)=O 3-(7-(2-(((1S,2S,4R)-bicyclo[2.2.1]heptan-2-yl)amino)-2-oxoethoxy)naphthalen-2-yl)-3-(6-methylbenzo[d][1,3]dioxol-5-yl)propanoic acid